3-((5-(5-(difluoromethyl)-1,3,4-oxadiazol-2-yl)pyridin-2-yl)methyl)-4-fluoro-1-(1-methylpiperidin-4-yl)-1,3-dihydro-2H-benzo[d]imidazol-2-one FC(C1=NN=C(O1)C=1C=CC(=NC1)CN1C(N(C2=C1C(=CC=C2)F)C2CCN(CC2)C)=O)F